COC1=CC=C(C=C1)C(C)(C)C=1N=C(SC1)NC(NCCCC(=O)N)=O 4-(3-(4-(2-(4-methoxyphenyl)propan-2-yl)thiazol-2-yl)ureido)butanamide